FC1=C(C=CC=C1F)N1C[C@H](CC1)N(S(=O)(=O)C)C (S)-N-(1-(2,3-difluorophenyl)pyrrolidin-3-yl)-N-methylmethanesulfonamide